2'-chloro-N-(5-(3-(difluoromethyl)-4-fluorobenzoyl)-5,6-dihydro-4H-pyrrolo[3,4-d]thiazol-2-yl)-5'-methoxy-6-methyl-[4,4'-bipyridine]-3-carboxamide ClC1=NC=C(C(=C1)C1=C(C=NC(=C1)C)C(=O)NC=1SC2=C(N1)CN(C2)C(C2=CC(=C(C=C2)F)C(F)F)=O)OC